(R)-2-(2-(3-(ethoxymethyl)-1-(2-(pyridin-2-yl)propan-2-yl)pyrrolidin-3-yl)ethyl)benzonitrile C(C)OC[C@]1(CN(CC1)C(C)(C)C1=NC=CC=C1)CCC1=C(C#N)C=CC=C1